Dimethyl 4-((1-(tert-butyloxycarbonyl)-4-(hydroxymethyl)piperidin-4-yl)methyl)-5-fluorophthalate C(C)(C)(C)OC(=O)N1CCC(CC1)(CO)CC=1C=C(C(C(=O)OC)=CC1F)C(=O)OC